C(C1=CC=CC=C1)OC1=CC=C(C=C1)C[C@@H](C(=O)OC)NC(CC1CCN(CC1)C([C@H](C)C1=CC=CC=C1)=O)=O Methyl (S)-3-(4-(benzyloxy)phenyl)-2-(2-(1-((R)-2-phenylpropanoyl)piperidin-4-yl)-acetamido)propanoate